CC=1C=C(C(=O)NNC2=C3N=CN(C3=NC(=N2)N2CCOCC2)CC(C2=NC=CC=C2)=O)C=CC1 3-methyl-N'-(2-morpholino-9-(2-oxo-2-(pyridin-2-yl)ethyl)-9H-purin-6-yl)benzohydrazide